tert-butyl 2-(((tert-butyldimethylsilyl)oxy)methyl)-4-(6-chloro-3,4-dihydroquinolin-1(2H)-yl)pyrrolidine-1-carboxylate [Si](C)(C)(C(C)(C)C)OCC1N(CC(C1)N1CCCC2=CC(=CC=C12)Cl)C(=O)OC(C)(C)C